trimethylsilyl-(S)-(3-amino-5-methyl-2-oxohexyl)(benzyl)sulfamic acid C[Si](C)(C)OS(N(CC1=CC=CC=C1)CC([C@H](CC(C)C)N)=O)(=O)=O